ClC1=C(C=C2C(=C(N(C2=C1F)C)C1=NC(=NN1)C(C)NC)N1C=NC=C1)OC 1-(5-(6-chloro-7-fluoro-3-(1H-imidazol-1-yl)-5-methoxy-1-methyl-1H-indol-2-yl)-1H-1,2,4-triazol-3-yl)-N-methylethan-1-amine